C1(CCC1)CNCC1=C2C(=NC(=C1)C(=O)NC1=CC(=CC=C1)C1(CC(C1)C)C1=NN=CN1C)C(=CN2)F 7-(((cyclobutylmethyl)amino)methyl)-3-fluoro-N-(3-((1s,3s)-3-methyl-1-(4-methyl-4H-1,2,4-triazol-3-yl)cyclobutyl)phenyl)-1H-pyrrolo[3,2-b]pyridine-5-carboxamide